alpha-Fenchene CC1(C2CCC1C(=C)C2)C